COC(=O)C1=NC(=CN=C1)C1=C(C=CC=C1F)OC 6-(6-fluoro-2-methoxyphenyl)pyrazine-2-carboxylic acid methyl ester